(S)-2-((7-(4-Chlorophenoxy)-1-oxo-3,4-dihydroisoquinolin-2(1H)-yl)methyl)-1-((oxetan-2-yl)methyl)-1H-benzo[d]imidazole-6-carboxylic acid ClC1=CC=C(OC2=CC=C3CCN(C(C3=C2)=O)CC2=NC3=C(N2C[C@H]2OCC2)C=C(C=C3)C(=O)O)C=C1